1,3-di-tert-butyl-1,3-diethyldisiloxane C(C)(C)(C)[SiH](O[SiH](CC)C(C)(C)C)CC